(2,4-bis(bromomethyl)phenyl)methanol BrCC1=C(C=CC(=C1)CBr)CO